2-Chloro-N-(dicyclobutylmethyl)-9-((3aR,3bS,4aS,5R,5aS)-3b-(((2-fluorophenyl)thio)methyl)-2,2-dimethylhexahydrocyclopropa[3,4]cyclopenta[1,2-d][1,3]dioxol-5-yl)-9H-purin-6-amine ClC1=NC(=C2N=CN(C2=N1)[C@@H]1[C@@H]2[C@]([C@@H]3[C@H]1OC(O3)(C)C)(C2)CSC2=C(C=CC=C2)F)NC(C2CCC2)C2CCC2